FMOCamine C(=O)(OCC1C2=CC=CC=C2C2=CC=CC=C12)N